2-((1H-pyrazol-3-yl)methyl)-6-((4-chloro-1-methyl-1H-pyrazol-3-yl)methyl)-4-methyl-4,6-dihydro-5H-thiazolo[5',4':4,5]pyrrolo[2,3-d]pyridazin-5-one N1N=C(C=C1)CC=1SC2=C(N(C=3C(N(N=CC32)CC3=NN(C=C3Cl)C)=O)C)N1